(R)-3-(3-fluoro-1-(4-(5,6,7,8-tetrahydro-1,8-naphthyridin-2-yl)butyl)azetidin-3-yl)-3-(6-methoxypyridin-3-yl)propionic acid FC1(CN(C1)CCCCC1=NC=2NCCCC2C=C1)[C@H](CC(=O)O)C=1C=NC(=CC1)OC